(S)-3-amino-2-(4-(hydroxymethyl)phenyl)-N-(isoquinolin-6-yl)propionamide NC[C@@H](C(=O)NC=1C=C2C=CN=CC2=CC1)C1=CC=C(C=C1)CO